COC(CC(C#N)C)(C)C 4-methoxy-2,4-dimethylpentanenitrile